COOC methoxyl methyl ether